C(C)(C)(C)OC(=O)NC=1C=C(N(C1B1OC(C(O1)(C)C)(C)C)COCC[Si](C)(C)C)C(=O)OCC ethyl 4-((tert-butoxycarbonyl)amino)-5-(4,4,5,5-tetramethyl-1,3,2-dioxaborolan-2-yl)-1-((2-(trimethylsilyl)ethoxy)methyl)-1H-pyrrole-2-carboxylate